ClC=1N(C=CN1)CC1=CC=C(C=C1)C1=C(SC(=C1)CC(C)C)S(=O)(=O)NC(OC1=CC=CC=C1)=O phenyl (3-(4-((2-chloro-1H-imidazol-1-yl)methyl)phenyl)-5-isobutylthiophen-2-yl)sulfonylcarbamate